NC1=NC(=NC(N1)=S)CC 6-amino-4-ethyl-1,2-dihydro-1,3,5-triazine-2-thione